hydroxybenzylidenerhodanine ON1C(SC(C1=O)=CC1=CC=CC=C1)=S